BrC=1C=C(C=2N(C1)N=C(N2)C)F 6-bromo-8-fluoro-2-methyl-[1,2,4]triazolo[1,5-a]pyridine